N[C@@H](C(=O)NC=1C=NC=C(C1)CN1C(N[C@@H](C1)C(F)(F)F)=O)C1CCC(CC1)C (R)-2-amino-2-((1r,4R)-4-methylcyclohexyl)-N-(5-(((S)-2-oxo-4-(trifluoromethyl)imidazolidin-1-yl)methyl)pyridin-3-yl)acetamide